O1C(OCCC1)CC[Mg]Br [2-(1,3-dioxan-2-yl)ethyl]magnesium bromide